[N+](=O)([O-])C=1C=C(C=CC1)C1N=N1 3-(3-nitrophenyl)-3H-diazirine